CC12C(C(C(C(=C1C)C)(CC2)C)C(=O)OCC(C)C)C(=O)OCC(C)C diisobutyl 1,4,5,6-tetramethyl-bicyclo[2.2.2]oct-5-ene-2,3-dicarboxylate